CC(C(=O)OOCCCCCC)(CCC(C)(CC)C)CC 2,5-di-methyl-2,5-di-2-ethyl-hexanoylperoxyhexane